CN1N=CC=C1C1(NC(NC1=O)=O)CNC(=O)C=1C(=CC=CC1)C1=CC=C(C=C1)C(F)(F)F N-{[4-(1-Methyl-1H-pyrazol-5-yl)-2,5-dioxoimidazolidin-4-yl]methyl}-4'-(trifluoromethyl)[biphenyl]-2-carboxamid